8-(1-(but-2-ynyl)piperidin-4-yl)-2-(4-(4-methoxyphenoxy)phenyl)-5,6,7,8-tetrahydroimidazo[1,2-b]pyridazine-3-carboxamide C(C#CC)N1CCC(CC1)C1C=2N(NCC1)C(=C(N2)C2=CC=C(C=C2)OC2=CC=C(C=C2)OC)C(=O)N